1-[3-(6-chloropyrimidin-4-yl)-1-trityl-pyrazolo[3,4-c]pyridin-5-yl]cyclopropanecarbonitrile ClC1=CC(=NC=N1)C1=NN(C2=CN=C(C=C21)C2(CC2)C#N)C(C2=CC=CC=C2)(C2=CC=CC=C2)C2=CC=CC=C2